(S)-1-(4-(2-(4-((S)-2-acetoxy-3-chloropropoxy)-3,5-dichlorophenyl)propan-2-yl)phenoxy)-3-morpholinopropan-2-yl acetate C(C)(=O)O[C@H](COC1=CC=C(C=C1)C(C)(C)C1=CC(=C(C(=C1)Cl)OC[C@@H](CCl)OC(C)=O)Cl)CN1CCOCC1